2-(4-(7-(4-(9H-carbazol-9-yl)phenyl)-9,9-dipropyl-9H-Fluoren-2-yl)phenyl)-5-phenyl-1,3,4-oxadiazole C1=CC=CC=2C3=CC=CC=C3N(C12)C1=CC=C(C=C1)C1=CC=C2C=3C=CC(=CC3C(C2=C1)(CCC)CCC)C1=CC=C(C=C1)C=1OC(=NN1)C1=CC=CC=C1